C1(=CC=CC=C1)C1=NC(=CC(=N1)C1=CC=CC=C1)C1=CC=C(C=C1)C1=NC(=C(N=C1C1=CC=CC=C1)C1=CC=CC=C1)C1=CC=CC=C1 2,4-Diphenyl-6-(4-(3,5,6-triphenylpyrazin-2-yl)phenyl)pyrimidine